C1(CCC1)OC1=NC=2N(C=C1C(=O)NC=1C(N(C=CC1)C1C(C1)F)=O)C=C(N2)C21COC(C2)(C1)CF 7-cyclobutoxy-N-(1-(2-fluorocyclopropyl)-2-oxo-1,2-dihydropyridin-3-yl)-2-(1-(fluoromethyl)-2-oxabicyclo[2.1.1]hexan-4-yl)imidazo[1,2-a]pyrimidine-6-carboxamide